(3R)-N-((1S)-(6,7-difluoro-1-oxo-1,2-dihydroisoquinolin-4-yl)ethyl)-N-methyl-1,2,3,4-tetrahydroisoquinoline-3-carboxamide FC=1C=C2C(=CNC(C2=CC1F)=O)CCN(C(=O)[C@@H]1NCC2=CC=CC=C2C1)C